lactosyl-spermine C1([C@H](O)[C@@H](O)[C@H](O[C@H]2[C@H](O)[C@@H](O)[C@@H](O)[C@H](O2)CO)[C@H](O1)CO)NCCCNCCCCNCCCN